3-N-[2-(4-formylcyclohexyl)-6-methoxy-indazol-5-yl]-2-(trifluoromethyl)pyrimidine-5-carboxamide C(=O)C1CCC(CC1)N1N=C2C=C(C(=CC2=C1)N1C(N=CC(=C1)C(=O)N)C(F)(F)F)OC